C(CCCCCCCCC(=O)ON1C(CCCC1(C)C)(C)C)(=O)ON1C(CCCC1(C)C)(C)C bis(2,2,6,6-tetramethyl-piperidyl) sebacate